6-[5-[1-[[8-chloro-6-(trifluoromethyl)quinazolin-4-yl]amino]ethyl]-1,2,4-triazol-1-yl]pyridine-3-carbonitrile ClC=1C=C(C=C2C(=NC=NC12)NC(C)C1=NC=NN1C1=CC=C(C=N1)C#N)C(F)(F)F